dibutyltin tin [Sn].C(CCC)[Sn]CCCC